(3R)-5',6'-dihydrospiro[pyrrolidine-3,4'-pyrrolo[1,2-b]pyrazol]-2'-yl trifluoromethanesulfonate hydrogen chloride Cl.FC(S(=O)(=O)OC=1C=C2N(N1)CC[C@]21CNCC1)(F)F